FC=1C=CC(=C2C=CC(=NC12)C)N1N=CC=C1 8-fluoro-2-methyl-5-(1H-pyrazol-1-yl)quinoline